FC1=C(C(=O)N([C@H]2CNCCC2)C2=NC=CC3=CC=CC(=C23)C)C=CC(=C1)C1=NC(=CN=C1)C#N (R)-2-fluoro-N-(8-methylisoquinolin-1-yl)-4-(6-cyanopyrazin-2-yl)-N-(piperidin-3-yl)benzamide